2-(2-((1s,4s)-4-hydroxycyclohexyl)-2H-pyrazolo[3,4-b]pyridin-6-yl)-3-methyl-5-(trifluoromethyl)phenol OC1CCC(CC1)N1N=C2N=C(C=CC2=C1)C1=C(C=C(C=C1C)C(F)(F)F)O